4-(2-(4-Aminopiperidin-1-yl)-6-(3,5-dimethylisoxazol-4-yl)quinazolin-4-yl)-2-fluorobenzonitrile NC1CCN(CC1)C1=NC2=CC=C(C=C2C(=N1)C1=CC(=C(C#N)C=C1)F)C=1C(=NOC1C)C